di-tert-butyl-tetrahydrobinaphthyl phosphorus [P].C(C)(C)(C)C1C(C2=CC=CC=C2CC1)(C1=CC=CC2=CC=CC=C12)C(C)(C)C